9-methyl-tetracyclo[6.2.1.13,6.02,7]Dodeca-4-ene CC1C2C3C4C=CC(C3C(C1)C2)C4